SCCO[Si](OCCS)(CC[Si](OCCS)(OCCS)OCCS)OCCS 2-[bis(2-sulfanylethoxy)-[2-[tris(2-sulfanylethoxy)silyl]ethyl]silyl]oxyethanethiol